ClC1=NC=CC(=C1C#N)NC1=CC2=C(N(C(N2CC(C(C)(C)O)O)=O)C)C=C1 2-chloro-4-[[3-(2,3-dihydroxy-3-methyl-butyl)-1-methyl-2-oxo-benzoimidazol-5-yl]amino]pyridine-3-carbonitrile